NCC=1C=C2CCCC2=CC1 5-aminomethylindane